(5-(4-(trifluoromethyl)-phenoxy)-3,4-dihydroisoquinolin-2(1H)-yl)(1-((trifluoromethyl)sulfonyl)piperidin-4-yl)meth-anone FC(C1=CC=C(OC2=C3CCN(CC3=CC=C2)C(=O)C2CCN(CC2)S(=O)(=O)C(F)(F)F)C=C1)(F)F